C12CC3CC(CC(C1)C3)C2.[P] phosphorus tricyclo[3.3.1.13,7]decane